C(C)OC(=O)C1=C(OC2=C1C=C(C=C2)OCC2=C(C=CC=C2F)Cl)C 5-((2-chloro-6-fluorobenzyl)oxy)-2-methylbenzofuran-3-carboxylic acid ethyl ester